Tert-butyl (2R,5S)-4-benzyl-5-((7-fluoro-1-oxoisoindolin-2-yl) methyl)-2-methylpiperazine-1-carboxylate C(C1=CC=CC=C1)N1C[C@H](N(C[C@@H]1CN1C(C2=C(C=CC=C2C1)F)=O)C(=O)OC(C)(C)C)C